NC1=C(C=C(C=C1F)F)B1OC(C)(C)C(C)(C)O1 (2-amino-3,5-difluorophenyl)boronic acid pinacol ester